4,6-dimethylpyrimidine-5-carboxylic acid CC1=NC=NC(=C1C(=O)O)C